Cl.Cl.FC(C1=C(C(=C2C(=N1)CNC2)C)C)F 2-(difluoromethyl)-3,4-dimethyl-6,7-dihydro-5H-pyrrolo[3,4-b]pyridine, dihydrochloride salt